8-((3R,4R)-3-ethyl-4-(4-(tert-amyl)phenoxy)piperidin-1-yl)-5-methyl-6-oxo-5,6-dihydro-1,5-naphthyridine-2-carbonitrile C(C)[C@@H]1CN(CC[C@H]1OC1=CC=C(C=C1)C(C)(C)CC)C1=CC(N(C=2C=CC(=NC12)C#N)C)=O